FC=1C=C2[C@@H]([C@@H](CN3C2=C(C1F)C=C3)N(C([2H])([2H])[2H])C)C (5S,6S)-8,9-difluoro-N,6-dimethyl-N-(methyl-d3)-5,6-dihydro-4H-pyrrolo[3,2,1-ij]quinolin-5-amine